ClC=1C=C2C(=NC(=NC2=C(C1C1=CC=C(C2=C1N=C(S2)N)F)F)OC[C@]21CCCN1C[C@@H](C2)F)N2CC1CNCC1C2 4-(6-chloro-8-fluoro-2-(((2R,7aS)-2-fluorotetra-hydro-1H-pyrrolizin-7a(5H)-yl)methoxy)-4-(hexahydro-pyrrolo[3,4-c]pyrrol-2(1H)-yl)quinazolin-7-yl)-7-fluoro-benzo[d]thiazol-2-amine